O1CCOC2=NC(=CC=C21)COC2=NN=C(S2)NC(C2=CN=C(C=C2)C)=O N-(5-((2,3-dihydro-(1,4)dioxino(2,3-b)pyridin-6-yl)methoxy)-1,3,4-thiadiazol-2-yl)-6-methylnicotinamide